ClC=1C=C(C=CC1F)NC(O)=O N-(3-chloro-4-fluorophenyl)carbamic acid